O-(benzotriazol-1-yl)uronium N1(N=NC2=C1C=CC=C2)OC(=[NH2+])N